(S)-2-((tert-butoxycarbonyl)(methyl)amino)pentanoic Acid C(C)(C)(C)OC(=O)N([C@H](C(=O)O)CCC)C